2-(5-methyl-3-trifluoromethyl-1H-pyrazol-1-yl)ethan-1-one CC1=CC(=NN1CC=O)C(F)(F)F